2-((5-bromo-2-ethyl-7-fluoro-2H-indazol-3-yl)amino)-4-(4-fluorophenyl)thiazole-5-carbonitrile BrC1=CC2=C(N(N=C2C(=C1)F)CC)NC=1SC(=C(N1)C1=CC=C(C=C1)F)C#N